5-(benzo[d][1,3]dioxol-5-yl)-1,1-dioxido-1,2,5-thiadiazolidine O1COC2=C1C=CC(=C2)N2CCNS2(=O)=O